C(=CCCCCCCCC)(O)O decenediol